C(C)(=O)C=1C=CC(=NC1)N1CN2N(CC=C3C2C=2C=CC(=CC2OC3(C)C)O)C1 2-(5-acetylpyridin-2-yl)-10-hydroxy-7,7-dimethyl-5,12b-dihydro-1H,7H-chromeno[4,3-c][1,2,4]triazolo[1,2-a]Pyridazine